6-(5-(azetidin-3-yl)-3-isopropyl-1H-indol-2-yl)-7,8-dimethyl-[1,2,4]triazolo[4,3-a]pyridine N1CC(C1)C=1C=C2C(=C(NC2=CC1)C=1C(=C(C=2N(C1)C=NN2)C)C)C(C)C